ONC(/C=C/C1=C(C=CC=C1)N1CC(CC1)NC(C1=CC=CC=C1)=O)=O (E)-N-(1-(2-(3-(hydroxyamino)-3-oxoprop-1-en-1-yl)phenyl)pyrrolidin-3-yl)benzamide